C(C=C)(=O)OCCNC(NCC(CC[Si](OC)(OC)OC)(C)C)=O 3,3-dimethoxy-6,6-dimethyl-9-oxo-2-oxa-8,10-diaza-3-siladodecan-12-yl acrylate